NC=1N=C(C(=NC1)C#N)C(C)CC 5-Amino-3-(sec-butyl)pyrazine-2-carbonitrile